C1(=CC=CC=C1)CCCOS(N)(=O)=O sulfamic acid-3-phenylpropyl ester